CN(C(=O)N[C@H]1C(O)O[C@@H]([C@H]([C@@H]1O)O)CO)N=O 2-deoxy-2-[[(methylnitrosoamino)carbonyl]-amino]-D-glucopyranose